C1(CC1)C(N)C1CCOCC1 cyclopropyl(tetrahydro-2H-pyran-4-yl)methanamine